C(C(C)(C)C)(=O)OCC=1[C@@H]2C([C@H]([C@H](C1)C1=C(C=C(C=C1O)C(C)([C@@H](CCCCC)C1=CC=CC=C1)C)O)C2)(C)C ((1S,4S,5S)-4-(2,6-dihydroxy-4-((S)-2-methyl-3-phenyloctan-2-yl)phenyl)-6,6-dimethylbicyclo[3.1.1]hept-2-en-2-yl)methyl pivalate